tetramethylolcyclohexanol decyl-diphosphite C(CCCCCCCCC)P(O)(O)OP(O)O.C(O)C1C(C(CCC1)(O)CO)(CO)CO